methyl 3,3-dimethyl-2H-furo[3,2-b]pyridine-5-carboxylate CC1(COC=2C1=NC(=CC2)C(=O)OC)C